(S)-3-(1-(3-((2-(1-(cyclopropylmethyl)-3,5-dimethyl-1H-pyrazol-4-yl)-5-fluoropyridin-4-yl)oxy)azetidine-1-carbonyl)-4,5-dihydro-1H-pyrazol-5-yl)-5-fluorobenzonitrile C1(CC1)CN1N=C(C(=C1C)C1=NC=C(C(=C1)OC1CN(C1)C(=O)N1N=CC[C@H]1C=1C=C(C#N)C=C(C1)F)F)C